1-(butoxy)-2-propanone C(CCC)OCC(C)=O